N-[2-(methylamino)ethyl]benzamide CNCCNC(C1=CC=CC=C1)=O